bis(2,6-dimethoxybenzoyl)2,4,4-trimethyl-pentylphosphine oxide COC1=C(C(=O)P(CC(CC(C)(C)C)C)(C(C2=C(C=CC=C2OC)OC)=O)=O)C(=CC=C1)OC